F[C@@H]1CN(CC[C@@H]1NC=1C=2N(C=C(C1)C#CCNC1=C(C=C(C=C1)S(=O)(=O)C)OC)C(=CN2)CC(F)(F)F)C N-[(cis)-3-fluoro-1-methyl-4-piperidyl]-6-[3-(2-methoxy-4-methylsulfonyl-anilino)prop-1-ynyl]-3-(2,2,2-trifluoroethyl)imidazo[1,2-a]pyridin-8-amine